BrC1=CC(=C(C=C1)NC(=O)C1=C(C=NN1C1OCCCC1)OCC(C)O)C N-(4-bromo-2-methylphenyl)-4-(2-hydroxypropoxy)-1-(tetrahydro-2H-pyran-2-yl)-1H-pyrazole-5-carboxamide